1-(1-methylallyloxy)-3-(propargyloxy)-2-propanol difluorophosphate P(=O)(F)(F)OC(COC(C=C)C)COCC#C